O=C1N(C(C=C1)=O)CCC(NCCOCCOCCC(NCCNC(OC(C)(C)C)=O)=O)=O tert-butyl (16-(2,5-dioxo-2,5-dihydro-1H-pyrrol-1-yl)-4,14-dioxo-7,10-dioxa-3,13-diazahexadecyl)carbamate